OC1=C(C=CC=C1)C1=CC2=C(N=N1)SC(=C2C)C2CCN(CC2)C2=NC(=NC=C2)OC2=NOC(=C2)C(C(=O)O)C(C)C 2-{3-[(4-{4-[3-(2-hydroxyphenyl)-5-methylthieno[2,3-c]pyridazin-6-yl]piperidin-1-yl}pyrimidin-2-yl)oxy]-1,2-oxazol-5-yl}-3-methylbutanoic acid